8-Fluoro-6-((isobutylamino)methyl)-3-(3-((1s,3s)-3-methyl-1-(4-methyl-4H-1,2,4-triazol-3-yl)cyclobutyl)phenyl)quinazolin-4(3H)-one FC=1C=C(C=C2C(N(C=NC12)C1=CC(=CC=C1)C1(CC(C1)C)C1=NN=CN1C)=O)CNCC(C)C